(S)-1-(3-(chloromethyl)phenyl)ethylcarbamic acid tert-butyl ester C(C)(C)(C)OC(N[C@@H](C)C1=CC(=CC=C1)CCl)=O